CCCCCCCCCCCCCCCC(=O)OC(CC(=O)[O-])C[N+](C)(C)C palmitoyl-DL-carnitine